NC1=NN2C(N=CC=C2)=C1C(=O)N[C@H](C)C=1N(C(C2=C(C=CC=C2C1)N1CC2(C1)CCN(CC2)C)=O)C2=CC=CC=C2 (R)-2-amino-N-(1-(8-(7-methyl-2,7-diazaspiro[3.5]nonan-2-yl)-1-oxo-2-phenyl-1,2-dihydroisoquinolin-3-yl)ethyl)pyrazolo[1,5-a]pyrimidine-3-carboxamide